4-bromo-1-(2,2-difluoroethyl)-3-fluoro-6-nitro-1H-indazole-5-carbaldehyde BrC1=C2C(=NN(C2=CC(=C1C=O)[N+](=O)[O-])CC(F)F)F